NC(CN1CCN(CC1)C1=CC2=C(C[C@](O2)(C)CO)C=C1NC(=O)C=1C=NN2C1N=CC=C2)=O (R)-N-(6-(4-(2-amino-2-oxoethyl)piperazin-1-yl)-2-(hydroxymethyl)-2-methyl-2,3-dihydrobenzofuran-5-yl)pyrazolo[1,5-a]pyrimidine-3-carboxamide